BrC=1SC(=C(N1)C(=O)OC)CN1C(C2=CC=CC=C2C1=O)=O methyl 2-bromo-5-((1,3-dioxoisoindolin-2-yl)methyl)thiazole-4-carboxylate